COP(=O)(OC)O.CN1CN(C=C1)C 1,3-dimethylimidazole dimethyl-phosphate salt